3-(2-methoxypyridin-4-yl)-6-methyl-5-((3aR,5s,6aS)-2-(4-(methylsulfonyl)cyclohexyl)octahydrocyclopenta[c]pyrrol-5-yl)-1H-indazole COC1=NC=CC(=C1)C1=NNC2=CC(=C(C=C12)C1C[C@@H]2[C@@H](CN(C2)C2CCC(CC2)S(=O)(=O)C)C1)C